CC1=NC(=CC=C1)OC1=CC=C(C=C1)B1OC(C(O1)(C)C)(C)C 2-methyl-6-(4-(4,4,5,5-tetramethyl-1,3,2-dioxaborolan-2-yl)phenoxy)pyridine